4-{[(1r,5r,6r)-3-(cyanoacetyl)-3-azabicyclo[3.2.1]oct-6-yl]oxy}-6-(prop-2-yloxy)quinoline-7-carboxamide C(#N)CC(=O)N1C[C@H]2C[C@H]([C@@H](C1)C2)OC2=CC=NC1=CC(=C(C=C21)OC(C)C)C(=O)N